C[Si](O[Si](O[Si](C)(C)C)(O[Si](C)(C)C)CCC)(C)C 1,1,1,5,5,5-hexamethyl-3-propyl-3-[(trimethylsilyl)oxy]trisiloxane